undecene-1,9-dione C(C=CCCCCCC(CC)=O)=O